O[C@H]1[C@H](O[C@@]2([C@@H](CCO2)NC(=O)C=2C=3C=CC=NC3C=C(C2)C)[C@@H]([C@H]1N1N=NC(=C1)C1=CC(=C(C(=C1)F)F)F)O)CO N-((4R,5S,7R,8R,9S,10R)-8,10-dihydroxy-7-(hydroxymethyl)-9-(4-(3,4,5-trifluorophenyl)-1H-1,2,3-triazol-1-yl)-1,6-dioxaspiro[4.5]decan-4-yl)-7-methylquinoline-5-carboxamide